ethyl rac-(4S,5R)-3-(3,4-difluoro-2-methoxyphenyl)-4,5-dimethyl-5-(trifluoromethyl)-4,5-dihydrofuran-2-carboxylate FC=1C(=C(C=CC1F)C1=C(O[C@]([C@H]1C)(C(F)(F)F)C)C(=O)OCC)OC |r|